1-p-toluenesulfonyl-4-(3-fluorophenyl)-1,2,3-triazole CC1=CC=C(C=C1)S(=O)(=O)N1N=NC(=C1)C1=CC(=CC=C1)F